(4S)-7-chloro-6-(3-fluoro-2-pyridyl)-N-[(2S)-2-hydroxypropyl]-4-methyl-8-(trifluoromethyl)-4H-imidazo[1,2-a][1,4]benzodiazepine-2-carboxamide ClC1=C(C=CC2=C1C(=N[C@H](C=1N2C=C(N1)C(=O)NC[C@H](C)O)C)C1=NC=CC=C1F)C(F)(F)F